N-((1S)-(4,4-difluorocyclohexyl)(7-(ethyl(methyl)amino)-6-(((5R)-2-oxo-5-(trifluoromethyl)piperidin-3-yl)methyl)imidazo[1,2-b]pyridazin-2-yl)methyl)-1-ethyl-1H-pyrazole-5-carboxamide FC1(CCC(CC1)[C@H](NC(=O)C1=CC=NN1CC)C=1N=C2N(N=C(C(=C2)N(C)CC)CC2C(NC[C@@H](C2)C(F)(F)F)=O)C1)F